1-(3-(3-((2,3-difluorophenyl)ethynyl)-1H-pyrazolo[3,4-b]pyridin-1-yl)azetidin-1-yl)-2-fluoroprop-2-en-1-one FC1=C(C=CC=C1F)C#CC1=NN(C2=NC=CC=C21)C2CN(C2)C(C(=C)F)=O